tert-Butyl 7a-(azidomethyl)-2,2-dimethyl-tetrahydro-[1,3]dioxolo[4,5-c]pyridine-5(6H)-carboxylate N(=[N+]=[N-])CC12C(CN(CC1)C(=O)OC(C)(C)C)OC(O2)(C)C